C(C)(=O)C=1C=NC(=NC1)C(C(=O)OCC)(F)F Ethyl (5-acetylpyrimidin-2-yl)(difluoro)acetate